BrC1=C(C(=O)OC)C=C(C=C1)F methyl 2-bromo-5-fluorobenzoate